4-(5-(5-(2-Fluoro-6-methoxyphenyl)-1H-pyrazolo[3,4-c]pyridin-3-yl)thiazol-2-yl)morpholine FC1=C(C(=CC=C1)OC)C=1C=C2C(=CN1)NN=C2C2=CN=C(S2)N2CCOCC2